S1N=C(C=C1)CC(=O)O 2-(1,2-thiazol-3-yl)acetic acid